CC1=CC=C(C=C1)S(=O)(=O)OCCOCCOCCOCCOCCOCCOCCOCCOCCCOCC1=CC=CC=C1 2-[2-[2-[2-[2-[2-[2-[2-(3-benzyloxypropoxy) ethoxy]ethoxy]ethoxy]ethoxy]ethoxy]ethoxy]ethoxy]ethyl 4-methylbenzenesulfonate